5-(2,4-difluorophenyl)-2,6-dimethyl-4-oxo-1,4-dihydropyridine-3-carboxylic acid FC1=C(C=CC(=C1)F)C=1C(C(=C(NC1C)C)C(=O)O)=O